2-(4'-bromo-3'-chloro-[1,1'-biphenyl]-3-yl)benzo[d]thiazole BrC1=C(C=C(C=C1)C1=CC(=CC=C1)C=1SC2=C(N1)C=CC=C2)Cl